ClC1=CC2=C(N=CN(C2=O)CC2(CCN(CC2)C(C2=CC=C(C=C2)F)=O)O)N1C1=CC=C(C=C1)[C@H]1NC[C@@H](OC1)CC 6-chloro-7-(4-((3R,6S)-6-ethylmorpholin-3-yl)phenyl)-3-((1-(4-fluorobenzoyl)-4-hydroxypiperidin-4-yl)methyl)-3,7-dihydro-4H-pyrrolo[2,3-d]pyrimidin-4-one